N[C@H]1[C@@H](CCC1)NCCCCNC1=CC(=C(C=C1Cl)S(=O)(=O)NC=1SC=CN1)F 4-[(4-{[(1R,2R)-2-aminocyclopentyl]-amino}butyl)amino]-5-chloro-2-fluoro-N-1,3-thiazol-2-ylbenzenesulfonamide